4-benzylpiperazine-1,3-dicarboxylic acid C(C1=CC=CC=C1)N1C(CN(CC1)C(=O)O)C(=O)O